[Br-].C(CCCCCCCCCCC)C(NC)CCCCCCCCCCCC didodecyl-dimethyl-amine bromide